2-(3-chloro-4-methylsulfonyl-anilino)-5-[3-(difluoromethyl)-1,2,4-oxadiazol-5-yl]pyrimidin ClC=1C=C(NC2=NC=C(C=N2)C2=NC(=NO2)C(F)F)C=CC1S(=O)(=O)C